(Z)-2-azido-3-[2-(cyclopropoxy)thiazol-5-yl]prop-2-enoic acid ethyl ester C(C)OC(/C(=C/C1=CN=C(S1)OC1CC1)/N=[N+]=[N-])=O